[I-].FC1=C(C(=C(C(=C1CC[NH3+])F)F)F)F pentafluorophenylethylammonium iodide